COCCC=1C=C(C)C=CC1 3-methoxyethyl-toluene